4-Acetamido-4'-Maleimidylstilbene-2,2'-Disulfonic Acid, Disodium Salt [Na+].[Na+].C(C)(=O)NC=1C=C(C(=CC1)C=CC=1C(=CC(=CC1)N1C(C=CC1=O)=O)S(=O)(=O)[O-])S(=O)(=O)[O-]